1,2-dimyristoyl-5-(dimethylamino)pentane C(CCCCCCCCCCCCC)(=O)CC(CCCN(C)C)C(CCCCCCCCCCCCC)=O